C1(=NC=CC=2C3=CC=CC=C3NC12)N β-CarbolineMonoamine